ClC1=C(C=CC=C1C1=NC=CC(=C1Cl)NC1=C(C(=CC=C1)CNCCO)F)C1=CC=C(C(=N1)OC)CNC[C@@H]1CCC(N1)=O (S)-5-((((6-(2-chloro-3-(3-chloro-4-((2-fluoro-3-(((2-hydroxyethyl)amino)methyl)phenyl)amino)pyridin-2-yl)phenyl)-2-methoxypyridin-3-yl)methyl)amino)methyl)pyrrolidin-2-one